1,3-diethyl-7-methyl-8-(2-(6-((tetrahydrofuran-3-yl)oxy)pyridin-3-yl)vinyl)-1H-purine C(C)N1CN(C2=NC(N(C2=C1)C)C=CC=1C=NC(=CC1)OC1COCC1)CC